1-(3,3-difluorocyclobutyl)ethan-1-one FC1(CC(C1)C(C)=O)F